N-(5,6-difluoro-1,3-benzothiazol-2-yl)-3,5-dimethyladamantane-1-carboxamide FC=1C(=CC2=C(N=C(S2)NC(=O)C23CC4(CC(CC(C2)C4)(C3)C)C)C1)F